C[C@H]1/C=C/C=C/C=C/C=C/C=C/C=C/C=C/[C@@H](C[C@H]2[C@@H]([C@H](C[C@](O2)(C[C@H](C[C@H]([C@@H](CC[C@H](C[C@H](CC(=O)O[C@H]([C@@H]([C@@H]1O)C)C)O)O)O)O)O)O)O)C(=O)O)O[C@H]3[C@H]([C@H]([C@@H]([C@H](O3)C)O)N)O The molecule is a macrolide antibiotic used to treat potentially life-threatening fungal infections. It has a role as an antiprotozoal drug and a bacterial metabolite. It is a macrolide antibiotic, a polyene antibiotic and an antibiotic antifungal drug.